CC(C(=O)ONC(=O)C1=CC(=C(C=C1)Br)OC)(C)C (4-bromo-3-methoxyphenyl)formamido 2,2-dimethylpropanoate